C(C)(C)(C)OC(=O)O[C@@H]1[C@H]([C@H](N(C1)C(=O)OC(C)(C)C)CC1=CC=C(C=C1)OC)OCC#C tert-butyl (2R,3S,4S)-4-[(tert-butoxycarbonyl)oxy]-2-[(4-methoxyphenyl)methyl]-3-(prop-2-yn-1-yloxy)pyrrolidine-1-carboxylate